C(C)(C)[C@@H]1CC=2C=C(C(=NC2C=2N1C=C(C(C2)=O)C2=NNC(N2)=S)OC)OCCCOC (S)-6-isopropyl-2-methoxy-3-(3-methoxypropoxy)-9-(5-thioxo-4,5-dihydro-1H-1,2,4-triazol-3-yl)-5,6-dihydro-10H-pyrido[1,2-h][1,7]naphthyridin-10-on